ethyl 3-(2-methoxy-5-nitropyridin-4-yl)-2-oxopropanoate COC1=NC=C(C(=C1)CC(C(=O)OCC)=O)[N+](=O)[O-]